CN(CC(=O)N1CCC(CC1)C=1C=C2C(=C(NC2=CC1)C=1C=C(C=2N(C1)C(=C(N2)C)C)C)C(C)C)C 2-(dimethylamino)-1-(4-(3-isopropyl-2-(2,3,8-trimethylimidazo[1,2-a]pyridin-6-yl)-1H-indol-5-yl)piperidin-1-yl)ethan-1-one